OC(CNC(OC(C)(C)C)=O)(CC)C tert-butyl (2-hydroxy-2-methylbutyl)carbamate